CN1N=CC2=CC(=CC=C12)C1=C(C2=C(C=N1)N(C=N2)CC2CCNCC2)C2=CC=C(C#N)C=C2 4-(6-(1-methyl-1H-indazol-5-yl)-3-(piperidin-4-ylmethyl)-3H-imidazo[4,5-c]pyridin-7-yl)benzonitrile